FC1=C(C(=CC=C1)F)C=1SC=2C=NC(=CC2N1)NC1=NC(=CC=C1)O[C@@H]1CNCC1 N-[2-(2,6-Difluorophenyl)-[1,3]thiazolo[5,4-c]pyridin-6-yl]-6-[(3S)-pyrrolidin-3-yloxy]pyridin-2-amine